C1(=C2N(C=N1)CCC2)C(C(=O)NC2=NC=CC=C2)N2C(C1=CC(=CC(=C1C2)F)C2=CC=C(C=C2)N2CCNCC2)=O 2-(6,7-dihydro-5H-pyrrolo[1,2-c]imidazol-1-yl)-2-[4-fluoro-1-oxo-6-(4-piperazin-1-ylphenyl)isoindolin-2-yl]-N-(2-pyridyl)acetamide